alpha,alpha-dimethyl-gamma-aminobutyric acid CC(C(=O)O)(CCN)C